BrC1=CC(=C(C=C1OC)C=C(C(=O)OCC)[N+](=O)[O-])OC ethyl 3-(4-bromo-2,5-dimethoxyphenyl)-2-nitroacrylate